tert-butyl (2R,4R)-2-((4-(7H-pyrrolo[2,3-d]pyrimidin-4-yl)-3,4-dihydro-2H-1,4-thiazine-6-carboxamido)(phenyl)methyl)-4-methoxypyrrolidine-1-carboxylate N1=CN=C(C2=C1NC=C2)N2CCSC(=C2)C(=O)NC([C@@H]2N(C[C@@H](C2)OC)C(=O)OC(C)(C)C)C2=CC=CC=C2